1-[[2-(ethoxymethyl)-1H-imidazo[4,5-c]quinolin-9-yl]oxy]-propan-2-ol C(C)OCC=1NC2=C(C=NC=3C=CC=C(C23)OCC(C)O)N1